C(C)C=1SC(=C(N1)C1=CC=CC=C1)OC1=CC(=NC=C1)NC=1C=C(C=CC1)NS(=O)(=O)CC N-(3-((4-((2-Ethyl-4-phenylthiazol-5-yl)oxy)pyridin-2-yl)amino)phenyl)ethanesulfonamide